trans-rac-2-(1-(3-chloro-5-isopropylisoquinolin-8-yl)-2-methylazetidin-3-yl)-1,3,4-oxadiazole ClC=1N=CC2=C(C=CC(=C2C1)C(C)C)N1[C@H]([C@@H](C1)C=1OC=NN1)C |r|